5-(2-methoxy-N-methylacetamido)-1-(pyrrolidine-1-carbonyl)-3,4-dihydroisoquinoline-2(1H)-carboxylic acid tert-butyl ester C(C)(C)(C)OC(=O)N1C(C2=CC=CC(=C2CC1)N(C(COC)=O)C)C(=O)N1CCCC1